C(C)P(C12CC3CC(CC(C1)C3)C2)C23CC1CC(CC(C2)C1)C3 ethyl-bis(1-adamantyl)phosphine